7-aza-1H-benzotriazole N1N=NC2=C1N=CC=C2